COC1=C(N=CC=N1)CNC1=CC(=NC=C1)OC 6-methoxy-5-(((2-methoxypyridin-4-yl)amino)methyl)pyrazine